4-((1R,3S)-3-hydroxycyclohexylamino)-2-(4-methoxybicyclo[2.2.2]octan-1-ylamino)pyrimidine-5-carboxamide O[C@@H]1C[C@@H](CCC1)NC1=NC(=NC=C1C(=O)N)NC12CCC(CC1)(CC2)OC